3-(2-amino-[1,2,4]triazolo[1,5-a]pyridin-7-yl)-2-fluoro-N-(3-(4-fluorophenyl)-2,3-dihydroxy-2-methylpropyl)-6-methylbenzamide NC1=NN2C(C=C(C=C2)C=2C(=C(C(=O)NCC(C(O)C3=CC=C(C=C3)F)(C)O)C(=CC2)C)F)=N1